amino-2,3-dihydro-1,4-phthalazinedione NN1C(C2=CC=CC=C2C(N1)=O)=O